COC(C[C@H](C)C=1SC=CC1)=O (S)-3-(2-thiophenyl)-butyric acid methyl ester